C(C)(=O)OCOC1=C(C(N(N=C1Cl)C)=O)C=1C2=CC=CC=C2C(=C2C=CC=CC12)Cl 5-[(acetyloxy)methoxy]-6-chloro-4-(10-chloro-9-anthracenyl)-2-methyl-3(2H)-pyridazinone